(R)-1-(9H-fluoren-9-yl)-3,6-dioxo-5-(sulfomethyl)-2,10,13,16,19-pentaoxa-4,7-diazadocosan-22-oic acid C1=CC=CC=2C3=CC=CC=C3C(C12)COC(N[C@H](C(NCCOCCOCCOCCOCCC(=O)O)=O)CS(=O)(=O)O)=O